2-ethyl-1,4-butanediol C(C)C(CO)CCO